N-((4-chloro-3,5-difluoro-2,6-diisopropylphenyl)carbamoyl)-4-hydroxy-4,5,6,7-tetrahydrobenzofuran-2-sulfonamide ClC1=C(C(=C(C(=C1F)C(C)C)NC(=O)NS(=O)(=O)C=1OC2=C(C1)C(CCC2)O)C(C)C)F